1-(3-(4-((1-(2,6-dimethoxy-4-(2-methyl-1-oxo-1,2-dihydro-2,7-naphthyridin-4-yl)phenethyl)piperidin-4-yl)oxy)piperidine-1-carbonyl)phenyl)dihydropyrimidine-2,4(1H,3H)-dione COC1=C(CCN2CCC(CC2)OC2CCN(CC2)C(=O)C=2C=C(C=CC2)N2C(NC(CC2)=O)=O)C(=CC(=C1)C1=CN(C(C2=CN=CC=C12)=O)C)OC